C(C1=CC=CC=C1)N1C[C@H]([C@@H](C1)C)C1=NC(=NN1)C1=CC=CC=C1 trans-5-(1-benzyl-4-methylpyrrolidin-3-yl)-3-phenyl-1H-1,2,4-triazole